Cl.Cl.N[C@H](CC1=C(C=2N=C(N=C(C2S1)NCC1=NC=CN=C1)Cl)C)C 6-[(2S)-2-aminopropyl]-2-chloro-7-methyl-N-[(pyrazin-2-yl)methyl]thieno[3,2-d]pyrimidin-4-amine dihydrochloride